NC=1C=C(C=C2C=C(N=NC12)NC(=O)[C@H]1[C@H](C1)F)C=1C=NC=CC1CC |r| (+/-)-cis-N-(8-Amino-6-(4-ethylpyridin-3-yl)cinnolin-3-yl)-2-fluorocyclopropanecarboxamide